tert-butyl 4-(2-aminothiazol-5-yl)-4-hydroxy-piperidine-1-carboxylate NC=1SC(=CN1)C1(CCN(CC1)C(=O)OC(C)(C)C)O